C(C)(=O)N1C=CCC1 acetyl-pyrroline